BrC=1C=CC(=C(N)C1)N1CCN(CC1)C 5-bromo-2-(4-methylpiperazin-1-yl)aniline